FC=1C=NC=CC1N1[C@H]2CN(C[C@@H]1CC2)C=O ((1R,5S)-8-(3-fluoropyridin-4-yl)-3,8-diazabicyclo[3.2.1]octan-3-yl)methanone